3-FLUORO-5-NITROBENZALDEHYDE FC=1C=C(C=O)C=C(C1)[N+](=O)[O-]